CN1N=C(C=C1)NC1=C(C(=O)N)C(=CC=N1)NC1=C(C=C(C=C1)N1CCOCC1)N(S(=O)(=O)C)C ((1-methyl-1H-pyrazol-3-yl)amino)-4-((2-(N-methyl-methanesulfonamido)-4-morpholinophenyl)amino)nicotinamide